NC1=NC=C(C2=C1C(=NN2C)C2=CC(=C(C=C2)NS(=O)(=O)C(F)F)O[C@@H](C)C2=CC=C(C=C2)F)C=2C=NN(C2)C2CC(N(CC2)C)(C)C N-(4-(4-amino-1-methyl-7-(1-(1,2,2-trimethylpiperidin-4-yl)-1H-pyrazol-4-yl)-1H-pyrazolo[4,3-c]pyridin-3-yl)-2-((S)-1-(4-fluorophenyl)ethoxy)phenyl)-1,1-difluoromethanesulfonamide